5-[(4-Cyclopropylsulfanyl-6,7-difluoro-1H-indol-5-yl)oxy]-2-fluoro-benzamidine C1(CC1)SC1=C2C=CNC2=C(C(=C1OC=1C=CC(=C(C(=N)N)C1)F)F)F